OCCOC=1C(=C(C=CC1)COC1=C(C=C(C=C1)C1C=2C(NC(C1)=O)=NNC2)OC)C(F)(F)F 4-(4-{[3-(2-hydroxyethoxy)-2-(trifluoromethyl)phenyl]methoxy}-3-methoxyphenyl)-2H,4H,5H,6H,7H-pyrazolo[3,4-b]pyridin-6-one